(4S)-4-ethyl-2-methyl-2,3,4,6,7,8-hexahydro-5H-chromen-5-one C(C)[C@H]1CC(OC=2CCCC(C12)=O)C